methyl (S)-3-(4-(4-((3S,4S)-3,4-bis(((1S,2R)-2-phenylcyclopropyl)carbamoyl)pyrrolidine-1-carbonyl)phenyl)-1H-imidazol-1-yl)-2-((tert-butoxycarbonyl)amino)propanoate C1(=CC=CC=C1)[C@@H]1[C@H](C1)NC(=O)[C@@H]1CN(C[C@H]1C(N[C@@H]1[C@H](C1)C1=CC=CC=C1)=O)C(=O)C1=CC=C(C=C1)C=1N=CN(C1)C[C@@H](C(=O)OC)NC(=O)OC(C)(C)C